N(CC(=O)O)(CC(=O)[O-])CC(=O)[O-].[Li+].[Li+].CN(CC(=O)N1CCC(CC1)C=1C=C2C(=C(NC2=CC1)C1=CN(C=2N=CN=CC21)C)C(C)C)C 2-(dimethylamino)-1-(4-(3-isopropyl-2-(7-methyl-7H-pyrrolo[2,3-d]pyrimidin-5-yl)-1H-indol-5-yl)piperidin-1-yl)ethan-1-one di-lithium nitrilotriacetate